ClC=1C=C(C=CC1F)NC(=O)C1=C(N(C(=C1C)C(C(=O)NC(CN1CCOCC1)(C)C)=O)C)C N-(3-chloro-4-fluorophenyl)-1,2,4-trimethyl-5-(2-((2-methyl-1-morpholinopropan-2-yl)amino)-2-oxoacetyl)-1H-pyrrole-3-carboxamide